S1C(=NC2=C1C=CC=C2)C2=CC(=C(OCCCCCCC(=O)NO)C=C2)OCC 7-(4-(benzo[d]thiazole-2-yl)-2-ethoxyphenoxy)-N-hydroxyheptanamide